Cl.ClC1=C(C=C(CN(C(=S)NC=2C=C3C=CN=CC3=CC2)CCN)C=C1)F 1-(4-chloro-3-fluorobenzyl)-1-(2-aminoethyl)-3-(isoquinolin-6-yl)thiourea hydrochloride